C(C)[C@@]12[C@H](C[C@H]([C@@H](CO1)O2)C)C (1S,2R,4S,5R)-5-Ethyl-2,4-dimethyl-6,8-dioxabicyclo[3.2.1]octane